C(C=C)(=O)O.CC=1C=C(C=C)C=CC1 m-methylstyrene acrylate